methyl 6-((3-((tert-butoxycarbonyl)amino)bicyclo[1.1.1]pentan-1-yl)amino)picolinate C(C)(C)(C)OC(=O)NC12CC(C1)(C2)NC2=CC=CC(=N2)C(=O)OC